F[C@H]1[C@H]2CC[C@@H](C[C@@H]1C(=C)C1=CC=C(N=N1)C=1C=C3C=CN=CC3=CC1O)N2 6-(6-(1-((1R,2R,3R,5S)-2-fluoro-8-azabicyclo[3.2.1]octan-3-yl)vinyl)pyridazin-3-yl)isoquinolin-7-ol